NC1=NC=2C=CC(=CC2C2=C1C=NN2C)C(=O)N(C)[C@@H]2COCC1=NC(=CC=C12)Br 4-amino-N-((5S)-2-bromo-5,8-dihydro-6H-pyrano[3,4-b]pyridin-5-yl)-N,1-dimethyl-1H-pyrazolo[4,3-c]quinoline-8-carboxamide